phenyl-dioxybenzophenone C1(=CC=CC=C1)OOC1=C(C(=O)C2=CC=CC=C2)C=CC=C1